CN(C1=NC=2N(C=C1)N=CC2C(=O)OCC)C ethyl 5-(dimethylamino)pyrazolo[1,5-a]pyrimidine-3-carboxylate